2-(o-chloroanilino)-3-chloro-6-cyclohexylaminofluoran ClC1=C(NC2CC(CCC2Cl)NF)C=CC=C1